[Si](C)(C)(C(C)(C)C)OCCN1N=C(C=2C1=C(N=CC2)CN)C2=CC=C(C=C2)C(C)C (1-(2-((tert-butyldimethylsilyl)oxy)ethyl)-3-(4-isopropylphenyl)-1H-pyrazolo[3,4-c]pyridin-7-yl)methanamine